C(C#CC)(C(=O)O)C(=O)O butynedicarboxylic acid